2-(2-ethylphenyl)ethan-1-ol C(C)C1=C(C=CC=C1)CCO